C1(=CC=CC=C1)C1=NN=C(O1)C=1C=C(C=CC1)C1=CC=2NC3=CC=CC=C3C2C=C1 2-[3-(5-phenyl-1,3,4-oxadiazol-2-yl)phenyl]-9H-carbazole